CC1=NOC(=C1S(=O)[O-])C.[Na+] Sodium 3,5-dimethylisoxazole-4-sulfinate